1,6-hexanediol monomethacrylate C(C(=C)C)(=O)OCCCCCCO